C(#N)C1CN(C1)C=1OC2=C(C=C(C=C2C(C1)=O)C)C(C)NC1=C(C(=O)O)C=CC=C1 2-[1-[2-(3-Cyanoazetidin-1-yl)-6-methyl-4-oxo-chromen-8-yl]ethylamino]benzoic acid